(2S,5R)-N-{[(2S,4S)-4-Aminomethyl-pyrrolidin-2-yl]methyloxy}-7-oxo-6-(sulfooxy)-1,6-diazabicyclo[3.2.1]octan-2-carboxamid Trifluoroacetat FC(C(=O)O)(F)F.NC[C@@H]1C[C@H](NC1)CONC(=O)[C@H]1N2C(N([C@H](CC1)C2)OS(=O)(=O)O)=O